1-(1-methyl-1H-pyrazol-3-yl)-N-(2,3,6-trifluoro-4-(2-(((3S,5S)-5-fluoro-piperidin-3-yl)amino)-8-isopropyl-7-oxo-7,8-dihydropyrido[2,3-d]-pyrimidin-6-yl)phenyl)-methanesulfonamide CN1N=C(C=C1)CS(=O)(=O)NC1=C(C(=C(C=C1F)C1=CC2=C(N=C(N=C2)N[C@@H]2CNC[C@H](C2)F)N(C1=O)C(C)C)F)F